1,3,5-tris-[3-(dimethylamino)propyl]hexahydro-1,3,5-triazine CN(CCCN1CN(CN(C1)CCCN(C)C)CCCN(C)C)C